(3-fluoro-2-(2-(2-hydroxypropan-2-yl)pyrimidin-4-yl)-5-methylpyridin-4-yl)methanone FC=1C(=NC=C(C1C=O)C)C1=NC(=NC=C1)C(C)(C)O